tert-Butyl 2,2-dimethyl-5-[2-[(6-sulfamoyl-2-pyridyl)amino]ethyl]pyrrolidine-1-carboxylate CC1(N(C(CC1)CCNC1=NC(=CC=C1)S(N)(=O)=O)C(=O)OC(C)(C)C)C